N(=[N+]=[N-])C(CC1(C(CCCC1=O)=O)C)=C 2-(2-azidoallyl)-2-methylcyclohexane-1,3-dione